C1(=CC=CC=C1)CCNC=[NH2+] (phenylethylamino)methaniminium